B(OC1=CC(=CC=C1)C=1C=C2C(=NN=C(C2=CC1)N)C(C)C)([O-])[O-] [3-(1-amino-4-propan-2-ylphthalazin-6-yl) phenyl] borate